(1R,2R)-2-[1-(3-fluorophenyl)-1H-1,2,3-triazol-4-yl]Cyclopropyl-benzenesulfonamide FC=1C=C(C=CC1)N1N=NC(=C1)[C@H]1[C@@H](C1)C1=C(C=CC=C1)S(=O)(=O)N